C(CC)OC(=O)OC=1C2=CC=CC=C2C(=C2C=CC=CC12)OC(=O)OCCC 9,10-bis(n-propoxycarbonyloxy)anthracene